[Rb].N1=C(C=CC=C1)C1=C(C=CC(=C1)C1=NC(=NC(=N1)C1=CC=CC=C1)C1=CC=CC=C1)O 2-(pyridin-2-yl)-4-(4,6-diphenyl-1,3,5-triazin-2-yl)phenol rubidium